N-(2-nitro-[1,1'-biphenyl]-4-yl)benzamide [N+](=O)([O-])C1=C(C=CC(=C1)NC(C1=CC=CC=C1)=O)C1=CC=CC=C1